5-methoxybenzofuran-2-yl-methanone COC=1C=CC2=C(C=C(O2)C=O)C1